[C@@H]1([C@H](O)[C@@H](O)[C@H](O)[C@H](O1)CO)C1=CC(=C(C=C1)C)CC=1SC(=CC1)C1=NC=CC=N1 1-(β-D-glucopyranosyl)-4-methyl-3-[5-(2-pyrimidinyl)-2-thienylmethyl]benzene